(3-{[2-(5-Chloropyridin-2-yl)imidazo[1,2-a]pyridin-3-yl]methyl}-3,8-diazabicyclo[3.2.1]oct-8-yl)(cyclopentyl)methanon ClC=1C=CC(=NC1)C=1N=C2N(C=CC=C2)C1CN1CC2CCC(C1)N2C(=O)C2CCCC2